C(C)C(C(=O)[O-])(CCCCCCC)CCC 2-ethyl-2-propylnonanoat